2-amino-5-bromo-4-fluorobenzaldehyde NC1=C(C=O)C=C(C(=C1)F)Br